OCCN(C(=O)C=1SC=C(C1NC(C[N+]1(CCCCCC1)CC(=O)NC1=C(SC=C1C)C(=O)OC)=O)C)CCO 1-(2-((2-(bis(2-hydroxyethyl)carbamoyl)-4-methylthiophen-3-yl)amino)-2-oxoethyl)-1-(2-((2-(methoxycarbonyl)-4-methylthiophen-3-yl)amino)-2-oxoethyl)azepan-1-ium